C1(CCCCC1)[C@@H](C(=O)NC=1C=C2CC(CC2=CC1)(N1C(NC(C1)C)=O)COC)NC(=O)C1=CC=NN1C N-((1S)-1-cyclohexyl-2-((2-(methoxymethyl)-2-(4-methyl-2-oxoimidazolidin-1-yl)-2,3-dihydro-1H-inden-5-yl)amino)-2-oxoethyl)-1-methyl-1H-pyrazole-5-carboxamide